6-methyl-4-[(1-methylcyclopropyl)amino]-N-[(6-methylpyridazin-3-yl)methyl]furo[2,3-d]pyrimidine-5-carboxamide CC1=C(C2=C(N=CN=C2NC2(CC2)C)O1)C(=O)NCC=1N=NC(=CC1)C